FC(OC=1C=C(C(=O)OC)C=C(C1)C)F methyl 3-(difluoromethoxy)-5-methyl-benzoate